CC(=C)C(C(C(CC=C(C)C)(C)C)=O)(C)C 2,3,3,5,5,8-hexamethylnona-1,7-dien-4-one